(5S,8S)-8-hydroxy-N-(2,3,4-trifluorobenzyl)-5,6,7,8-tetrahydroquinoline-5-carboxamide O[C@H]1CC[C@@H](C=2C=CC=NC12)C(=O)NCC1=C(C(=C(C=C1)F)F)F